3-benzyl-1,2,4-triazole C(C1=CC=CC=C1)C1=NNC=N1